3-Benzoyl-1-[[1-(benzyloxymethyl)-4-oxo-cyclohexyl]methyl]-5-methyl-pyrimidine-2,4-dione C(C1=CC=CC=C1)(=O)N1C(N(C=C(C1=O)C)CC1(CCC(CC1)=O)COCC1=CC=CC=C1)=O